5-[3-[2-(6-azaspiro[2.5]octan-2-yl)ethynyl]-2-fluoro-6-hydroxy-phenyl]-1,1-dioxo-1,2,5-thiadiazolidin-3-one C1C(C12CCNCC2)C#CC=2C(=C(C(=CC2)O)N2CC(NS2(=O)=O)=O)F